FC=1C=C(C(=C(C1)C(C(=O)O)N1CC(C1)OCCCCCC1=NC=2NCCCC2C=C1)C1CCOCC1)OC 2-(5-fluoro-3-methoxy-2-(tetrahydro-2H-pyran-4-yl)phenyl)-2-(3-((5-(5,6,7,8-tetrahydro-1,8-naphthyridin-2-yl)pentyl)oxy)azetidin-1-yl)acetic acid